(E)-N-(4-(1-(4-(4-(8-(2-(2,6-dioxopiperidin-3-yl)-1-oxoisoindolin-4-yl)oct-7-yn-1-yl)piperazin-1-yl)benzoyl)piperidin-4-yl)butyl)-3-(pyridin-3-yl)acrylamide O=C1NC(CCC1N1C(C2=CC=CC(=C2C1)C#CCCCCCCN1CCN(CC1)C1=CC=C(C(=O)N2CCC(CC2)CCCCNC(\C=C\C=2C=NC=CC2)=O)C=C1)=O)=O